tert-butyl (3S)-3-amino-4-[[3-(4-chloro-2-fluoro-benzoyl)-4,5-dimethyl-2-thienyl]amino]-4-oxo-butanoate N[C@@H](CC(=O)OC(C)(C)C)C(=O)NC=1SC(=C(C1C(C1=C(C=C(C=C1)Cl)F)=O)C)C